C(=O)C1=CC=C(C=C1)C1=CC=C(C=C1)C1=CC(=CC(=C1)C1=CC=C(C=C1)C1=CC=C(C=C1)C=O)C1=CC=C(C=C1)C1=CC=C(C=C1)C=O 1,3,5-tris(4'-formyl[1,1'-biphenyl]-4-yl)benzene